NC1=NC=2C=C(C(=CC2C2=C1COC2)C(=O)N([C@H](C)C2=NC=C(C=C2)C(F)(F)F)CC)F 4-amino-N-ethyl-7-fluoro-N-((1R)-1-(5-(trifluoromethyl)-2-pyridinyl)ethyl)-1,3-dihydrofuro[3,4-c]quinoline-8-carboxamide